ethyl 4-fluoro-1-[1-(3-methoxyphenyl) ethyl]-1H-imidazole-5-carboxylate FC=1N=CN(C1C(=O)OCC)C(C)C1=CC(=CC=C1)OC